N-p-toluenesulfonyl-3-methylpiperidine CC1=CC=C(C=C1)S(=O)(=O)N1CC(CCC1)C